(2-(benzo[c][1,2,5]oxadiazol-5-ylmethoxy)-4-((2-bromo-[1,1'-biphenyl]-3-yl)methoxy)-5-nitrobenzyl)-D-serine N=1ON=C2C1C=CC(=C2)COC2=C(CN[C@H](CO)C(=O)O)C=C(C(=C2)OCC=2C(=C(C=CC2)C2=CC=CC=C2)Br)[N+](=O)[O-]